methyl 4-fluoro-5-nitro-2-(trifluoromethyl)benzoate FC1=CC(=C(C(=O)OC)C=C1[N+](=O)[O-])C(F)(F)F